1-cyanato-2-ethylbenzene O(C#N)C1=C(C=CC=C1)CC